CC1(C(C(CCC1)C)CCC(O)CCC)C 2,2,6-Trimethyl-α-propylcyclohexane-1-propanol